(S)-(6-hydroxy-2,5,7,8-tetramethylchroman-2-yl)(piperazin-1-yl)methanone OC=1C(=C2CC[C@@](OC2=C(C1C)C)(C)C(=O)N1CCNCC1)C